NNC=1C=2C=NN([C@H]3[C@H](O)[C@H](O)[C@@H](CO)O3)C2N=CN1 N6-amino-7-deaza-8-azaadenosine